C(C)(C)(C)OC(NC=1C(=NC(=CC1)N1CC(OC(C1)(C)C)(C)C)C1=CCC(CC1)(C)C)=O.C1(=CC=CC=C1)C=1C=CC=2N(C1NC(CC1=CC=C(C=C1)C#N)=O)C=NC2 N-(6-phenylimidazo[1,5-a]pyridin-5-yl)-2-(4-cyanophenyl)acetamide tert-butyl-N-[2-(4,4-dimethylcyclohexen-1-yl)-6-(2,2,6,6-tetramethylmorpholin-4-yl)-3-pyridyl]carbamate